COC1=CC=C(C=N1)[C@H](CC(=O)O)N1C(C(C1)CCCCC1=NC=2NCCCC2C=C1)=O (3S)-3-(6-methoxypyridin-3-yl)-3-(2-oxo-3-(4-(5,6,7,8-tetrahydro-1,8-naphthyridin-2-yl)butyl)azetidin-1-yl)propionic acid